2-(4-chloro-2-methylphenoxy)propanoic acid ClC1=CC(=C(OC(C(=O)O)C)C=C1)C